C=C1N(CCC2=NN3C(C(CCCC3)=O)=C21)C(=O)[O-] methylene-11-oxo-3,4,8,9,10,11-hexahydro-1H-pyrido[4',3':3,4]pyrazolo[1,5-a]azepine-2(7H)-carboxylate